C(C1=CC=CC=C1)OC(=O)NC(\C=C\C(=O)OCC)C1CN(CC1)C(=O)OC(C)(C)C tert-Butyl 3-[(E)-1-(benzyloxycarbonylamino)-4-ethoxy-4-oxo-but-2-enyl]pyrrolidine-1-carboxylate